methyl 2-chloro-4-(fluoromethyl)-3-methylbenzoate ClC1=C(C(=O)OC)C=CC(=C1C)CF